2-((1-(3-(4,4-dimethylpiperidin-1-yl)-2-ethyl-7-methyl-1-oxo-1,2-dihydroisoquinolin-5-yl)ethyl)amino)benzoic acid CC1(CCN(CC1)C=1N(C(C2=CC(=CC(=C2C1)C(C)NC1=C(C(=O)O)C=CC=C1)C)=O)CC)C